calcium phosphate, hydrate O.P(=O)([O-])([O-])[O-].[Ca+2].P(=O)([O-])([O-])[O-].[Ca+2].[Ca+2]